dimethoxytrityl-5-(octa-1,7-diynyl)-2'-deoxyuridine COC1([C@@](O[C@@H]([C@H]1O)CO)(N1C(=O)NC(=O)C(=C1)C#CCCCCC#C)C(C1=CC=CC=C1)(C1=CC=CC=C1)C1=CC=CC=C1)OC